4,5-Dihydrobenzo[f][1,2]thiazepine-2,8(3H)-dicarboxylic acid 2-(tert-butyl) ester 8-methyl ester 1,1-dioxide COC(=O)C1=CC2=C(CCCN(S2(=O)=O)C(=O)OC(C)(C)C)C=C1